C(C)C(C(=O)OC(CCCCCCCCCCC)CCCCCCCC)CCCC octyl-dodecanol ethylhexanoate